methyl isopropyl-carboxylate C(C)(C)C(=O)OC